O[C@@H]1[C@@H](O)[C@H](O)[C@@H](O)[C@@H](O1)C(=O)O β-L-glucuronic acid